BrC(C(=O)N)=C 2-bromoprop-2-enamid